tert-butyl 3-(4-{2,8-dimethylimidazo[1,2-b]pyridazin-6-yl}-2-(2-hydroxyethyl)-benzamido)pyrrolidine-1-carboxylate CC=1N=C2N(N=C(C=C2C)C2=CC(=C(C(=O)NC3CN(CC3)C(=O)OC(C)(C)C)C=C2)CCO)C1